ONC(CCCOC=1C2=C(C=3N=C(C(NC3C1)=O)C(C)C)C=CC=C2)=O N-hydroxy-4-((2-isopropyl-3-oxo-3,4-dihydrobenzo[f]quinoxalin-6-yl)oxy)butanamide